terephthalic acid monon-propylamide C(CC)NC(C1=CC=C(C(=O)O)C=C1)=O